C(#C)C=1C(=C2C(N(C3(C2=CC1)CCCCC3)CC3=CC=C(C=C3)OC)=O)C ethynyl-2'-(4-methoxybenzyl)-4'-methyl-spiro[cyclohexane-1,1'-isoindoline]-3'-one